(S)-tert-butyl 2-(((9H-fluoren-9-yl)methoxy)carbonylamino)-4-(3-((S)-3-(3,4-dimethoxyphenyl)-1-hydroxypropyl)phenylamino)-4-oxobutanoate C1=CC=CC=2C3=CC=CC=C3C(C12)COC(=O)N[C@H](C(=O)OC(C)(C)C)CC(=O)NC1=CC(=CC=C1)[C@H](CCC1=CC(=C(C=C1)OC)OC)O